ClC=1C=CC(=C(C1)C=1N=C(SC1SC(C)C)N1N=C(C(=C1C(=O)O)C1=CC(=CC(=C1)Cl)Cl)C)F 1-(4-(5-chloro-2-fluorophenyl)-5-(isopropylsulfanyl)thiazol-2-yl)-4-(3,5-dichlorophenyl)-3-methyl-1H-pyrazole-5-carboxylic acid